C1(CCC1)C1=NN=C(O1)C(=O)N1[C@H](C2=C(CC1)NC=N2)C2=NN1C(C(=CC=C1)C(F)F)=C2 (R)-(5-cyclobutyl-1,3,4-oxadiazol-2-yl)(4-(4-(difluoromethyl)pyrazolo[1,5-a]pyridin-2-yl)-6,7-dihydro-1H-imidazo[4,5-c]pyridin-5(4H)-yl)methanone